3,4-diaminophthalic acid NC1=C(C(C(=O)O)=CC=C1N)C(=O)O